manganese dioxide chromium [Cr+3].[O-2].[O-2].[Mn+2]